CO[C@@H]1CN(C[C@@H]1NC(CCCCCCCCCCCCCC)=O)C(=O)C1=CC=C(C(=O)N2C[C@H]([C@@H](C2)C(=O)N[C@@H]2[C@H](C2)C2=CC=CC=C2)C(=O)N[C@@H]2[C@H](C2)C2=CC=CC=C2)C=C1 (3S,4S)-1-(4-((3R,4S)-3-methoxy-4-pentadecanamidopyrrolidine-1-carbonyl)benzoyl)-N3,N4-bis((1S,2R)-2-phenylcyclopropyl)pyrrolidine-3,4-dicarboxamide